8-[3-(methane-sulfonylmethyl)azetidin-1-yl]-N-[2-(4-methyl-piperazin-1-yl)pyrimidin-4-yl]-5-(propan-2-yl)-2,7-naphthyridin-3-amine CS(=O)(=O)CC1CN(C1)C=1N=CC(=C2C=C(N=CC12)NC1=NC(=NC=C1)N1CCN(CC1)C)C(C)C